(4-(4-amino-7-methyl-6-(2-vinylpyrimidin-5-yl)-7H-pyrrolo[2,3-d]pyrimidin-5-yl)phenyl)(pyrrolidin-1-yl)methanone NC=1C2=C(N=CN1)N(C(=C2C2=CC=C(C=C2)C(=O)N2CCCC2)C=2C=NC(=NC2)C=C)C